5-amino-1-cyclopropyl-3-methyl-1H-pyrazole-4-carbonitrile NC1=C(C(=NN1C1CC1)C)C#N